ClC=1C=C(C(=NC1)C)S(=O)(=O)NC1=C(C(=C(C=C1)F)C=1C=CC=2N(C1)C=NC2C2=NC1=C(N2COCC[Si](C)(C)C)CCCC1)F 5-chloro-N-[2,4-difluoro-3-[1-(1-[[2-(trimethylsilyl)ethoxy]methyl]-4,5,6,7-tetrahydro-1,3-benzodiazol-2-yl)imidazo[1,5-a]pyridin-6-yl]phenyl]-2-methylpyridine-3-sulfonamide